dimethyl-diindenylsilane benzyl-2-methyl-3-oxo-2-[[[2-[4-(trifluoromethyl)anilino]pyridine-3-carbonyl]amino]carbamoyl]piperazine-1-carboxylate C(C1=CC=CC=C1)OC(=O)N1C(C(NCC1)=O)(C(NNC(=O)C=1C(=NC=CC1)NC1=CC=C(C=C1)C(F)(F)F)=O)C.C[Si](C1C=CC2=CC=CC=C12)(C1C=CC2=CC=CC=C12)C